4-bromo-1-(methoxymethylsulfonyl)-2-methyl-benzene BrC1=CC(=C(C=C1)S(=O)(=O)COC)C